tert-butyl 4-(5-chlorothieno[3,2-b]pyridin-3-yl)-3,6-dihydropyridine-1(2H)-carboxylate ClC1=CC=C2C(=N1)C(=CS2)C=2CCN(CC2)C(=O)OC(C)(C)C